5,6,7,8-tetrahydro-4H-cyclohepta[b]thiophene-3-carboxylic acid o-tolylamide C1(=C(C=CC=C1)NC(=O)C=1C2=C(SC1)CCCCC2)C